methyl (3S)-pyrrolidine-3-carboxylate hydrochloride Cl.N1C[C@H](CC1)C(=O)OC